acryloyloxypropyl-trimellitic acid C(C=C)(=O)OCCCC1=C(C(C(=O)O)=CC=C1C(=O)O)C(=O)O